N[C@@H](CCCNC(N)=N)C(=O)NCC(=O)N[C@@H](CC(O)=O)C(=O)N[C@@H](CO)C(=O)O L-arginylglycyl-L-alpha-aspartyl-L-serine